C1(CC1)CC1=C(C(=NN1C=1SC=C(N1)C(=O)O)C1=CC(=C(C=C1)F)OCC1=CC=C(C=C1)F)CC1=CC=C(C=C1)S(N)(=O)=O 2-(5-(cyclopropylmethyl)-3-(4-fluoro-3-((4-fluorobenzyl)oxy)phenyl)-4-(4-sulfamoylbenzyl)-1H-pyrazol-1-yl)thiazole-4-carboxylic acid